1-Ethynyl-2-cyclopentyloxybenzenebenzylspiro[indoline-2,4'-piperidin]-3-ol C(#C)C1(C(C=CC=C1)OC1CCCC1)C1=CC=CC=C1CN1CCC2(CC1)NC1=CC=CC=C1C2O